CC1=CC=C(C=C1)S(=O)(=O)OC[C@@H]1CNC(C1)=O [(3S)-5-oxopyrrolidin-3-yl]methyl 4-methylbenzenesulfonate